9-bromo-7-fluoro-5-oxo-1,4,5,6-tetrahydrobenzo[C][2,7]naphthyridine-3(2H)-carboxylic acid tert-butyl ester C(C)(C)(C)OC(=O)N1CCC=2C3=C(NC(C2C1)=O)C(=CC(=C3)Br)F